C(C=C)(=O)OC12C(C3CC(CC(C1)C3)C2)CC acryloyloxy-2-ethyladamantane